3,6,9,12,15-pentaoxaheptadecane-1,17-diylbis(4-methylbenzenesulfonate) C(COCCOCCOCCOCCOCCC1=C(C=CC(=C1)C)S(=O)(=O)[O-])C1=C(C=CC(=C1)C)S(=O)(=O)[O-]